ClC=1N=C(SC1Cl)OC1=CC(=C(C=C1C)N=CN(C)CC)C N'-{4-[(4,5-dichloro-1,3-thiazol-2-yl)oxy]-2,5-dimethyl-phenyl}-N-ethyl-N-methylimidoformamide